COC1=CC=C(C=C1)CC=C 1-methoxy-4-(2-propenyl)benzene